CC1=CC=C(C=C1)S(=O)(=O)O[C@@H](COCC1=CC=CC=C1)C (R)-1-(benzyloxy)propan-2-yl 4-methylbenzenesulfonate